1,4-BIS(4-PHENOXYBENZOYL)BENZENE O(C1=CC=CC=C1)C1=CC=C(C(=O)C2=CC=C(C=C2)C(C2=CC=C(C=C2)OC2=CC=CC=C2)=O)C=C1